C(C)(C)(C)OC(NCC1CCC(CC1)(F)F)=O ((4,4-difluorocyclohexyl)methyl)carbamic acid tert-butyl ester